phenyl (5-isopropylisoxazol-3-yl)carbamate C(C)(C)C1=CC(=NO1)NC(OC1=CC=CC=C1)=O